4'-HYDROXYACETOPHENONE OC1=CC=C(C=C1)C(C)=O